BrC1=C(C=C2CCN3C(C2=C1)=C(C=C3C(=O)N3[C@@](CCC3)(C)[C@@H](C)O)C=3SC=CC3)OC [9-bromo-8-methoxy-1-(2-thienyl)-5,6-dihydropyrrolo[2,1-a]isoquinolin-3-yl]-[(2R)-2-[(1R)-1-hydroxyethyl]-2-methyl-pyrrolidin-1-yl]methanone